dichlorodimethylsilane Cl[Si](C)(C)Cl